6-[4-[3-[4-(5-Hydroxypyridin-3-yl)pyrazol-1-yl]-5-(trifluoromethyl)benzoyl]piperazin-1-yl]-N-[3-nitro-4-(2-phenylsulfanylethylamino)phenyl]sulfonylpyridazine-3-carboxamide OC=1C=C(C=NC1)C=1C=NN(C1)C=1C=C(C(=O)N2CCN(CC2)C2=CC=C(N=N2)C(=O)NS(=O)(=O)C2=CC(=C(C=C2)NCCSC2=CC=CC=C2)[N+](=O)[O-])C=C(C1)C(F)(F)F